ClC1=CC(=C2C(=N1)NC=N2)N2CCOCC2 4-(5-chloro-3H-imidazo[4,5-b]pyridin-7-yl)morpholine